1-ethyl-4,5-dihydro-1H-pyrazolo[4,3-H]quinazoline-3-carboxamide C(C)N1N=C(C=2CCC=3C=NC=NC3C21)C(=O)N